C=C[N+]1=CC=CC=C1.[Br-] vinylpyridinium bromide